2-chloro-4-(phenanthren-2-yl)benzofuro[3,2-d]Pyrimidine ClC=1N=C(C2=C(N1)C1=C(O2)C=CC=C1)C1=CC=2C=CC3=CC=CC=C3C2C=C1